2-(4-bromo-2-fluorobenzoyl)malononitrile BrC1=CC(=C(C(=O)C(C#N)C#N)C=C1)F